(R)-6-tert-butyl-1-fluoro-10-methoxy-9-(3-methoxypropoxy)-2-oxo-6,7-dihydro-2H-pyrido[2,1-a]isoquinoline-3-carboxylic acid methyl ester COC(=O)C=1C(C(=C2N([C@H](CC3=CC(=C(C=C23)OC)OCCCOC)C(C)(C)C)C1)F)=O